Diheptylpiperidine bromide [Br-].C(CCCCCC)C1(CCNCC1)CCCCCCC